N-[(cis)-4-hydroxytetrahydrofuran-3-yl]-2-(1-methyl-1H-pyrazol-4-yl)-3-oxo-6-[4-(trifluoro-methoxy)phenyl]-2,3-dihydropyridazine-4-carboxamide O[C@@H]1[C@@H](COC1)NC(=O)C=1C(N(N=C(C1)C1=CC=C(C=C1)OC(F)(F)F)C=1C=NN(C1)C)=O